C(#N)C=1C(=CC(=NC1)NC(=O)N1C2CC(C3=CC(=C(N=C13)C=O)CN1C(CN(CC1)C)=O)(C2)O)NCCOC N-(5-cyano-4-((2-methoxyethyl)amino)pyridin-2-yl)-7-formyl-4-hydroxy-6-((4-methyl-2-oxopiperazin-1-yl)methyl)-3,4-dihydro-2,4-methylene-1,8-naphthyridine-1(2H)-carboxamide